C1(=CC=CC2=CC=CC=C12)C1=CC=CC2=CC=CC=C12 (S)-1,1'-binaphthyl